BrCCOS(=O)(=O)C(F)(F)F trifluoromethanesulfonic acid (2-bromoethyl) ester